CC(C)(C1=CC(=C(C=C1)O)CC=C)C1=CC(=C(C=C1)O)CC=C 4,4'-(propane-2,2-diyl)bis(2-allyl-phenol)